NC=1N=C(N=NC1)N1CCC(CC1)(C)NC(OC(C)(C)C)=O tert-butyl (1-(5-amino-1,2,4-triazin-3-yl)-4-methylpiperidin-4-yl)carbamate